[Pd](Cl)Cl.C1(C#CC#C1)[PH](C1=CC=CC=C1)C1=CC=CC=C1.C1(C#CC#C1)[PH](C1=CC=CC=C1)C1=CC=CC=C1.[Fe+2] iron(2+) bis(cyclopenta-2,4-diyn-1-yldiphenyl-lambda4-phosphane) palladium dichloride